BrC=1C(=C2C(=NC1)NCC21CCC(CC1)C(=O)OC)Cl methyl (1s,4s)-5'-bromo-4'-chloro-1',2'-dihydrospiro[cyclohexane-1,3'-pyrrolo[2,3-b]pyridine]-4-carboxylate